ClC1=NC=CC=C1CC(=O)N1CCC2=CC(=CC(=C12)F)C1=CC(=NC=C1)NC1=CC(=NN1C)CO 2-(2-chloropyridin-3-yl)-1-(7-fluoro-5-(2-((3-(hydroxylmethyl)-1-methyl-1H-pyrazol-5-yl)amino)pyridin-4-yl)indolin-1-yl)ethan-1-one